C1(=CC(=CC=2C(=CC(=CC12)C(=O)O)C(=O)O)C(=O)O)C(=O)O 1,3,5,7-naphthaline-tetracarboxylic acid